tert-butyl (R)-(2-(2-(2-(3-((2-(3,4-dichlorophenyl)thiazol-4-yl)carbamoyl)pyrrolidin-1-yl)-2-oxoethoxy)ethoxy)ethyl)carbamate ClC=1C=C(C=CC1Cl)C=1SC=C(N1)NC(=O)[C@H]1CN(CC1)C(COCCOCCNC(OC(C)(C)C)=O)=O